COC(C(=CC1=CC=CC=C1)C(=O)OC)=O.N1N=CC=2C1=NC=C(C2)C=2C=C(C=CC2)C=CC(=O)NC2=CC(=C(C=C2)C)C(F)(F)F 3-(3-(1H-pyrazolo[3,4-b]pyridin-5-yl)phenyl)-N-(4-methyl-3-(trifluoromethyl)phenyl)acrylamide methyl-α-carbomethoxycinnamate